(S)-10-((5-Chloro-2-((S)-2-(hydroxymethyl)pyrrolidin-1-yl)pyrimidin-4-yl)amino)-2-cyclopropyl-3,3-difluoro-7-methyl-1,2,3,4-tetrahydro-[1,4]oxazepino[2,3-c]chinolin-6(7H)-on ClC=1C(=NC(=NC1)N1[C@@H](CCC1)CO)NC1=CC=2C3=C(C(N(C2C=C1)C)=O)OCC([C@@H](N3)C3CC3)(F)F